1,4-dihydropyridine-3-carboxamide N1C=C(CC=C1)C(=O)N